((3R,4S)-3-fluoro-1-(methylsulfonyl)piperidin-4-yl)-4-(1-(3-fluoro-2-methoxypyridin-4-yl)-2-methyl-1H-imidazol-4-yl)-5-(trifluoromethyl)pyrimidin-2-amine F[C@H]1CN(CC[C@H]1C1=C(C(=NC(=N1)N)C=1N=C(N(C1)C1=C(C(=NC=C1)OC)F)C)C(F)(F)F)S(=O)(=O)C